2-(4-(2-amino-2-oxoethyl)phenoxy)acetic acid tert-butyl ester C(C)(C)(C)OC(COC1=CC=C(C=C1)CC(=O)N)=O